trifluoro-3-pentanone FC(CC(CC)=O)(F)F